2-(4-(3-(1-(2-fluoro-4-nitrophenyl)piperidin-4-yl)propyl)piperazin-1-yl)acetic acid ethyl ester C(C)OC(CN1CCN(CC1)CCCC1CCN(CC1)C1=C(C=C(C=C1)[N+](=O)[O-])F)=O